2-({3-Chloro-7H-pyrrolo[2,3-c]pyridazin-7-yl}methyl)-1-methylpiperidine ClC1=CC2=C(N=N1)N(C=C2)CC2N(CCCC2)C